(2R)-1-[(4aR,8aS)-decahydroquinolin-1-yl]-3-[benzyl(methyl)amino]-2-{cyclopropyl[(2,4-dimethoxyphenyl)methyl]amino}propan-1-one N1(CCC[C@H]2CCCC[C@H]12)C([C@@H](CN(C)CC1=CC=CC=C1)N(CC1=C(C=C(C=C1)OC)OC)C1CC1)=O